1-(2-((tert-butyldiphenylsilyl)oxy)ethyl)aziridine-2-carboxylate [Si](C1=CC=CC=C1)(C1=CC=CC=C1)(C(C)(C)C)OCCN1C(C1)C(=O)[O-]